6-{bicyclo[2.2.1]heptane-1-carbonyl}-2-oxo-1,2,5,6,7,8-hexahydro-1,6-naphthyridine-3-carboxamide C12(CCC(CC1)C2)C(=O)N2CC=1C=C(C(NC1CC2)=O)C(=O)N